C1(CCCC1)O[C@@H](CC=1SC=2C(N1)=C(C=C(C2)OC)C(=O)O)[C@H](O)C2=CC(=C(C=C2)C(F)F)OC 2-((2S,3R)-2-(cyclopentyloxy)-3-(4-(difluoromethyl)-3-methoxyphenyl)-3-hydroxypropyl)-6-methoxybenzo[d]thiazole-4-carboxylic acid